3-octoxyethylene oxide CCC(CCCCC)OC1CO1